(1S)-2,2,2-trifluoro-1-phenylethanol FC([C@@H](O)C1=CC=CC=C1)(F)F